5-(Cyclopropylsulfonyl)-1-{[4-(1,1,1,3,3,3-hexafluoro-2-hydroxypropan-2-yl)phenyl]carbamoyl}-1,3-dihydro-2H-isoindol C1(CC1)S(=O)(=O)C=1C=C2CNC(C2=CC1)C(NC1=CC=C(C=C1)C(C(F)(F)F)(C(F)(F)F)O)=O